2-isopropyl-5-(4,4,5,5-tetramethyl-1,3,2-dioxaborolan-2-yl)indazole Potassium Acetate C(C)(=O)[O-].[K+].C(C)(C)N1N=C2C=CC(=CC2=C1)B1OC(C(O1)(C)C)(C)C